2-(piperidin-4-ylamino)benzamide N1CCC(CC1)NC1=C(C(=O)N)C=CC=C1